2-[[tert-butyl-(dimethyl)silyl]oxymethyl]-4-fluoro-indan-5-ol C(C)(C)(C)[Si](OCC1CC2=CC=C(C(=C2C1)F)O)(C)C